C(=O)OC1CC2CCCCC2CC1 1,2,3,4,4a,5,6,7,8,8a-decahydronaphthalen-2-yl formate